ethyl 6-(prop-1-yn-1-yl)nicotinate C(#CC)C1=NC=C(C(=O)OCC)C=C1